B(O)(O)CCCC1C2(CCC(C1)N2)C(=O)O 2-(3-boronopropyl)-7-azabicyclo[2.2.1]heptane-1-carboxylic acid